Methylcyclopentadienyltris(ethylmethylamino)hafnium CC1(C=CC=C1)[Hf](N(CC)C)(N(CC)C)N(C)CC